tetradecyltriethoxysilane C(CCCCCCCCCCCCC)[Si](OCC)(OCC)OCC